C(=O)(O)C1C2C=CC(C1CC)C2 5-carboxy-6-ethylbicyclo[2.2.1]-2-heptene